1-cyclopropyl-3-[2-(4-fluoro-3-methylphenyl)cyclopropyl]-1-[(3R)-1-(pyridazin-3-yl)piperidin-3-yl]urea C1(CC1)N(C(=O)NC1C(C1)C1=CC(=C(C=C1)F)C)[C@H]1CN(CCC1)C=1N=NC=CC1